N-((1R,2S)-2-Acrylamidocyclopentyl)-5-(4-((6-methylpyridin-3-yl)oxy)phenyl)-4-oxo-4,5-dihydro-3H-1-thia-3,5,8-triazaacenaphthylene-2-carboxamide C(C=C)(=O)N[C@@H]1[C@@H](CCC1)NC(=O)C=1SC=2N=CC=C3N(C(NC1C23)=O)C2=CC=C(C=C2)OC=2C=NC(=CC2)C